C(C)OC(=O)C1=CNC=2CCCCC12 4,5,6,7-tetrahydro-1H-indole-3-carboxylic acid ethyl ester